DL-2-phenylpropionaldehyde CC(C=O)C1=CC=CC=C1